6-((6-cyanopyridin-2-yl)amino)-4-((2-methoxy-3-(pyrazin-2-yl)phenyl)amino)-N-(methyl-d3)Nicotinamide C(#N)C1=CC=CC(=N1)NC1=NC=C(C(=O)NC([2H])([2H])[2H])C(=C1)NC1=C(C(=CC=C1)C1=NC=CN=C1)OC